N1C(C=NC2=CC=CC=C12)S(=O)(=O)N dihydroquinoxalinesulfonamide